(3R,4R)-1-(5,6-Difluoro-1-((5-methyl-2-pyridinyl)methyl)-1H-benzimidazol-2-yl)-4-fluoro-3-piperidinamin FC1=CC2=C(N(C(=N2)N2C[C@H]([C@@H](CC2)F)N)CC2=NC=C(C=C2)C)C=C1F